BrC=1C=2N(C(=CC1)N)C(=NC2)C(=O)OC methyl 8-bromo-5-aminoimidazo[1,5-a]pyridine-3-carboxylate